8-bromo-1,1,1-trifluoro-2-octanone BrCCCCCCC(C(F)(F)F)=O